The molecule is a taxane diterpenoid that is taxane which contains double bounds at the 4-20 and 11-12 positions and which is substituted by an acetoxy group at the 5alpha position. It is a taxane diterpenoid and an acetate ester. CC1=C2CC[C@@]3(CC[C@@H](C(=C)[C@H]3C[C@@H](C2(C)C)CC1)OC(=O)C)C